isodecyl acrylate C(C=C)(=O)OCCCCCCCC(C)C